C(CCC)OP(OCCCC)(=O)CC(=O)NO (2-(hydroxyamino)-2-oxoethyl)phosphonic acid dibutyl ester